2-fluoro-1-(3-(3-(6-(trifluoromethyl)pyridin-3-yl)-1H-pyrazolo[3,4-b]pyridin-1-yl)azetidin-1-yl)prop-2-en-1-one FC(C(=O)N1CC(C1)N1N=C(C=2C1=NC=CC2)C=2C=NC(=CC2)C(F)(F)F)=C